C(C)(=O)OC1=C(C=C(C=C1C(C)(C)C)OCC=C)C(C)(C)C 4-Acetyloxy-3,5-di-tert-butyl-1-(2-propenoxy)benzene